6-(phenylthio)thymine C1(=CC=CC=C1)SC1=C(C(NC(N1)=O)=O)C